phenylcyclopropylmethane C1(=CC=CC=C1)CC1CC1